BrC1=CC=C(C=C1)[C@@H](C(F)F)NC (S)-1-(4-bromophenyl)-2,2-difluoro-N-methylethylamine